C(CC)(=O)OC[C@H]1O[C@H]([C@]([C@@H]1OC(C)=O)(C)F)N1C2=NC(=NC(=C2N=C1)NC)N ((2R,3R,4R,5R)-3-acetoxy-5-(2-amino-6-(methylamino)-9H-purin-9-yl)-4-fluoro-4-methyltetrahydrofuran-2-yl)methyl propionate